S(=O)(=O)([O-])C1=C2NC(=C1)C=C1C=CC(=N1)C=C1C=CC(N1)=CC=1C=CC(N1)=C2 Sulfonatoporphyrin